9,9-dimethylacridan CC1(C2=CC=CC=C2NC=2C=CC=CC12)C